COC=1C(=NSN1)C(=O)NCCCC[C@H](NC(=O)C1=CN=CS1)C=1NC(=CN1)C1=CC2=CC=CC=C2C=C1 (S)-4-methoxy-N-(5-(5-(naphthalen-2-yl)-1H-imidazol-2-yl)-5-(thiazole-5-carboxamido)pentyl)-1,2,5-thiadiazole-3-carboxamide